C(C)N1C(N(C(C(=C1)C(=O)O)=O)C1=CC=C(C=C1)F)=O 1-ethyl-3-(4-fluorophenyl)-2,4-dioxo-1,2,3,4-tetrahydropyrimidine-5-carboxylic acid